methyl 3-bromo-1-(2-(tert-butyldimethylsilyl)ethyl)-1H-1,2,4-triazole-5-carboxylate BrC1=NN(C(=N1)C(=O)OC)CC[Si](C)(C)C(C)(C)C